N-(4-((4-(oxiran-2-yl)-4-phenethyl-piperidin-1-yl)methyl)phenyl)acetamide O1C(C1)C1(CCN(CC1)CC1=CC=C(C=C1)NC(C)=O)CCC1=CC=CC=C1